NC1=C(C(=O)O)C=C(C=N1)C=1C=C2CCC(C2=CC1)N1CCN(CC1)C1CCOCC1 2-amino-5-(1-(4-(tetrahydro-2H-pyran-4-yl)piperazin-1-yl)-2,3-dihydro-1H-inden-5-yl)nicotinic acid